[2-(3,4-difluoro-2-methoxy-phenoxy)-5-fluoro-4-(trifluoromethyl)phenyl]-3-methoxy-1H-1,6-naphthyridin-4-one FC=1C(=C(OC2=C(C=C(C(=C2)C(F)(F)F)F)N2C=C(C(C3=CN=CC=C23)=O)OC)C=CC1F)OC